fluoroethyl-amine FCCN